COC1=C2NC=3C(=CC=CC3C(C2=CC=C1)=O)C(=O)N 9,10-dihydro-5-methoxy-9-oxo-4-acridinecarboxamide